C(#N)C1=CC=C(CNC(=O)C=2C(N(C3=C(N=CC=C3C2)OCC2(CC2)S(=O)(=N)N2CC(C2)(F)F)C)=O)C=C1 N-(4-cyanobenzyl)-8-((1-(3,3-difluoroazetidine-1-sulfonimidoyl)cyclopropyl)methoxy)-1-methyl-2-oxo-1,2-dihydro-1,7-naphthyridine-3-carboxamide